(5R,6R)-5-Hydroxy-6-((R)-5H-imidazo[5,1-a]isoindol-5-yl)-5,6,7,8-tetrahydronaphthalen-2-sulfonamid O[C@H]1C=2C=CC(=CC2CC[C@@H]1[C@H]1N2C(C3=CC=CC=C13)=CN=C2)S(=O)(=O)N